4-(2,2-dimethylpropyl-1,1-d2)-5-(methyl-d3)-2-phenylpyridine CC(C([2H])([2H])C1=CC(=NC=C1C([2H])([2H])[2H])C1=CC=CC=C1)(C)C